C(C)C(COC(CCCCCCC=C(CCCCCCCCC)COC(CCCCCCCC(\C=C\CCCCCCC)COC(CCCCCCCCCCCCCCCCC)=O)=O)=O)CCCC 9-((((E)-9-((stearoyloxy)methyl)octadec-10-enoyl)oxy)methyl)octadec-8-enoic acid (2'-ethylhexyl)ester